7-(4-{[trans-4-{[4-(pentafluoro-λ6-sulfanyl)phenyl]Amino}cyclohexyl]sulfonyl}phenyl)-1,2,3,4-tetrahydroisoquinolin-3-one FS(C1=CC=C(C=C1)N[C@@H]1CC[C@H](CC1)S(=O)(=O)C1=CC=C(C=C1)C1=CC=C2CC(NCC2=C1)=O)(F)(F)(F)F